(ADAMANTAN-1-YL)-2-((6-(SEC-BUTOXY)-2-(METHYLTHIO)PYRIMIDIN-4-YL)OXY)ACETAMIDE C12(CC3CC(CC(C1)C3)C2)C(C(=O)N)OC2=NC(=NC(=C2)OC(C)CC)SC